OC1CCN(CC1)C=1C=CC(=NC1)NC=1C=CC(=C2CNC(C12)=O)C1=CN=C2N1C=CC(=C2)C(F)(F)F 7-[[5-(4-hydroxy-1-piperidyl)-2-pyridyl]amino]-4-[7-(trifluorometh-yl)imidazo[1,2-a]pyridin-3-yl]isoindolin-1-one